Cl[Si](C1=CC=CC=C1)(C)Cl Dichloro(methyl)(phenyl)silane